azo borate B1(ON=NO1)[O-]